6-((4-(2-fluoro-6-(1H-pyrazol-1-yl)pyridin-3-yl)piperazin-1-yl)methyl)-3-methylthieno[3,2-d]pyrimidine-2,4(1H,3H)-dione FC1=NC(=CC=C1N1CCN(CC1)CC1=CC=2NC(N(C(C2S1)=O)C)=O)N1N=CC=C1